O=C\1N(C2=CC=CC=C2/C1=C\1/NC2=CC=CC=C2C1=O)C(=O)OCC=C allyl (Z)-2',3-dioxo-[2,3'-biindolinylidene]-1'-carboxylate